N-(3-fluoro-4-(trifluoromethyl)benzyl)-1-(3-fluorophenyl)-4-(tetrahydro-2H-pyran-4-yl)-1H-imidazol-2-amine FC=1C=C(CNC=2N(C=C(N2)C2CCOCC2)C2=CC(=CC=C2)F)C=CC1C(F)(F)F